2-[(2R)-2-methylmorpholin-4-yl]thieno[2,3-d]thiazole-5-carboxylic acid C[C@@H]1CN(CCO1)C=1SC2=C(N1)SC(=C2)C(=O)O